ClC1=CC(=C(C=C1)C1=CC(OC2=CC(=CC=C12)OC(C(=O)N(C)C)COC)=O)F 2-[4-(4-chloro-2-fluoro-phenyl)-2-oxo-2H-chromen-7-yl]oxy-3-methoxy-N,N-dimethyl-propanamide